CC1=NC(=NN1C1=CC=C(C=C1)CC1=CC=C(C=C1)C=1C=NC=CC1)C(=O)N 5-methyl-1-(4-(4-(pyridin-3-yl)benzyl)phenyl)-1H-1,2,4-triazole-3-carboxamide